C(N)(=O)C1=CC2=C(N(/C(/N2C)=N/C(=O)C2=CC(=NN2CC)C)C/C=C/CNC(OC(C)(C)C)=O)C(=C1)OC tert-butyl ((E)-4-((E)-5-carbamoyl-2-((1-ethyl-3-methyl-1H-pyrazole-5-carbonyl)imino)-7-methoxy-3-methyl-2,3-dihydro-1H-benzo[d]imidazol-1-yl)but-2-en-1-yl)carbamate